O-(Benzotriazol-1-yl)-N,N,N',N'-tetramethyl-uronium N1(N=NC2=C1C=CC=C2)OC(=[N+](C)C)N(C)C